(2R)-2-(tert-Butoxycarbonylamino)-3-(1,3-dioxoisoindolin-2-yl)propanoic acid C(C)(C)(C)OC(=O)N[C@@H](C(=O)O)CN1C(C2=CC=CC=C2C1=O)=O